Cl.COC1=NC=CC(=C1)N1N=CC2=C(C=CC=C12)NC(C1=CC=CC=C1)=O N-[1-(2-methoxypyridin-4-yl)-1H-indazol-4-yl]benzamide hydrochloride